C(C)(C)(C)OC(=O)N1C(=CC(=C1)N1N=NC(=C1)C=1C=NC(=CC1)NC(C)=O)C(NC1=CC(=C(C=C1)Cl)C(F)(F)F)=O (2S,4S)-4-(4-(6-acetamidopyridin-3-yl)-1H-1,2,3-triazole-1-yl)-2-((4-chloro-3-trifluoromethylphenyl)carbamoyl)pyrrole-1-carboxylic acid tert-butyl ester